ClC=1C=C(C=CC1Cl)C1=CCCN(C1)C(=O)OC(C)(C)C tert-butyl 5-(3,4-dichlorophenyl)-3,6-dihydropyridine-1(2H)-carboxylate